Cl.CN[C@@H](CCCCN)C(=O)O Methyl-L-lysine hydrochloride